4-isothiocyanato-N-(2-(prop-2-yn-1-yloxy)ethyl)benzenesulfonamide N(=C=S)C1=CC=C(C=C1)S(=O)(=O)NCCOCC#C